1-bromo-3-iodo-5-methoxybenzene BrC1=CC(=CC(=C1)OC)I